S1C(=NC2=C1C=CC=C2)N(C2=CC=C(C=N2)C(CSC2=C(C(=NN2COC)Br)C(=O)OCC)=O)COCC[Si](C)(C)C ethyl 5-((2-(6-(benzo[d]thiazol-2-yl ((2-(trimethylsilyl) ethoxy) methyl) amino) pyridin-3-yl)-2-oxoethyl) thio)-3-bromo-1-(methoxymethyl)-1H-pyrazole-4-carboxylate